4-[6-(5-chloro-2-fluorophenyl)-4-({2-[3-(4-methylpiperazin-1-yl)propanamido]pyridin-4-yl}amino)pyridazin-3-yl]morpholine-2-carboxylate lithium salt [Li+].ClC=1C=CC(=C(C1)C1=CC(=C(N=N1)N1CC(OCC1)C(=O)[O-])NC1=CC(=NC=C1)NC(CCN1CCN(CC1)C)=O)F